FC1CN(C1)[C@H](C)C1=CC(=C2CN(C(C2=C1)=O)C1=CC(=CC=C1)C1(COC1)CC1=NN=CN1C)C(F)(F)F (R)-6-(1-(3-fluoroazetidin-1-yl)ethyl)-2-(3-(3-((4-methyl-4H-1,2,4-triazol-3-yl)methyl)oxetan-3-yl)phenyl)-4-(trifluoromethyl)isoindolin-1-one